ClC1=CC=C(C=C1)C(C)(C)NC(=O)C=1C=NN2C1C(N(C=C2C)C2=C(C=CC=C2)OC)=O N-(2-(4-chlorophenyl)propan-2-yl)-5-(2-methoxyphenyl)-7-methyl-4-oxo-4,5-dihydropyrazolo[1,5-a]pyrazine-3-carboxamide